F[B-](F)(F)F.C(C(C)C)[N+]1=CC=CC=C1 i-butylpyridinium tetrafluoroborate